trimethyl-β-alanine CC(CC(=O)O)N(C)C